C1(=CC(=CC=C1)N1C2=CC=CC=C2C=2C=C(C=CC12)B(O)O)C1=CC=CC=C1 (9-([1,1'-biphenyl]-3-yl)-9H-carbazol-3-yl)boronic acid